3,7-dihydroimidazo[1,2-a]pyrazine-3-one N1=CC(N2C1=CNC=C2)=O